BrC=1C(=NC=CC1)CN1CCC(CC1)C=1C(=C2CN(C(C2=CC1F)=O)C1C(NC(CC1)=O)=O)F 3-(5-(1-((3-bromopyridin-2-yl)methyl)piperidin-4-yl)-4,6-difluoro-1-oxoisoindolin-2-yl)piperidine-2,6-dione